5-[4-(6-Fluorobenzo[d]isoxazol-3-yl)piperidin-1-yl]-1-[10,11-dihydro-5H-dibenzo[b,f]azepin-5-yl]pentan-1-one oxalate salt C(C(=O)O)(=O)O.FC1=CC2=C(C(=NO2)C2CCN(CC2)CCCCC(=O)N2C3=C(CCC4=C2C=CC=C4)C=CC=C3)C=C1